N,N-dicarboxymethylalanine C(=O)(O)CN([C@@H](C)C(=O)O)CC(=O)O